ethyl-N-(2-((S)-7-ethyl-7-hydroxy-8,11-dioxo-7,8,11,13-tetrahydro-10H-[1,3]dioxolano[4,5-g]pyrano[3',4':6,7]indolizino[1,2-b]quinolin-14-yl)ethyl)carbamate C(C)OC(NCCC1=C2C(=NC=3C=C4C(=CC13)OCO4)C4=CC1=C(C(N4C2)=O)COC([C@]1(O)CC)=O)=O